C(C)(C)(C)OC(=O)N1CCC2(CC1)C(C1=CC=CC=C1C2)=O 1-Oxo-1,3-dihydro-spiro[indene-2,4'-piperidine]-1'-carboxylic acid tert-butyl ester